ditoloyl tartrate C(=O)(OC(=O)C=1C(=CC=CC1)C)C(O)C(O)C(=O)OC(=O)C=1C(=CC=CC1)C